N1C=CC2=CN=CN=C12 1H-1,5,7-triazaindene